(ADAMANTAN-1-YL)-2-((6-CYCLOBUTYL-2-OXO-1,2-DIHYDROPYRIMIDIN-4-YL)OXY)ACETAMIDE C12(CC3CC(CC(C1)C3)C2)C(C(=O)N)OC2=NC(NC(=C2)C2CCC2)=O